C(CCCC)P(O)(=O)CCCCC dipentyl-phosphinic acid